NC1=CC=C(C=C1)C(C(=O)OC)(C)C methyl 2-(4-aminophenyl)-2-methylpropionate